(2S)-2-[[2-[(1,1-dioxo-2H-thiochromen-6-yl)amino]-5-[3-(trifluoromethyl)-1,2,4-oxadiazol-5-yl]pyrimidin-4-yl]amino]-2-phenyl-ethanol O=S1(CC=CC2=CC(=CC=C12)NC1=NC=C(C(=N1)N[C@H](CO)C1=CC=CC=C1)C1=NC(=NO1)C(F)(F)F)=O